6-(2-allyl-6-((4-(4-methyl-1,4-diazepan-1-yl)phenyl)amino)-3-oxo-2,3-dihydro-1H-pyrazolo[3,4-d]pyrimidin-1-yl)pyridin-2-sulfonamide C(C=C)N1N(C2=NC(=NC=C2C1=O)NC1=CC=C(C=C1)N1CCN(CCC1)C)C1=CC=CC(=N1)S(=O)(=O)N